C1(=CC[C@H](CC1)C(=C)C)CO (S)-1,8-p-menthadiene-7-ol